ClC=1C=C(C(=C(C1)O)C1=NN(CC=2N1C=C(C2)N[C@H]2CN(CCC2)CC)C)F 5-chloro-2-(7-{[(3R)-1-ethylpiperidin-3-yl]amino}-2-methylpyrrolo[1,5-d][1,2,4]triazin-4-yl)-3-fluorophenol